C(CCCC=C)N(C)C[C@]12C[C@H](N([C@@H]2C1)C(=O)OC(C)(C)C)C(=O)OCC 2-(tert-butyl) 3-ethyl (1R,3S,5R)-5-((hex-5-en-1-yl(methyl)amino)methyl)-2-azabicyclo[3.1.0]hexane-2,3-dicarboxylate